2,2'-methylene-bis[6-(alpha-methylbenzyl)-4-nonylphenol] C(C1=C(C(=CC(=C1)CCCCCCCCC)C(C1=CC=CC=C1)C)O)C1=C(C(=CC(=C1)CCCCCCCCC)C(C1=CC=CC=C1)C)O